(S)-2,2-difluorocyclopropane-1-formamide FC1([C@@H](C1)C(=O)N)F